Cl.C12CC(CC(CC1)N2)OC=2C=C1C(=NC=NC1=CC2OC)NC2=CC(=C(C=C2)OC2=CC=1N(C=C2)N=CN1)C 6-((exo-8-Azabicyclo[3.2.1]octan-3-yl)oxy)-N-(4-([1,2,4]triazolo[1,5-a]pyridin-7-yloxy)-3-methylphenyl)-7-methoxy-quinazolin-4-amine hydrochloride